4-(2-morpholinoethoxy)-3-((trifluoromethyl)sulfonyl)aniline O1CCN(CC1)CCOC1=C(C=C(N)C=C1)S(=O)(=O)C(F)(F)F